COC(CCC(CNCCN)=O)=O 5-((2-aminoethyl)amino)-4-oxo-pentanoic acid methyl ester